(4aS,7aS,12bS)-3-(cyclopropylmethyl)-4a-hydroxy-7-methylene-2,3,4,4a,5,6,7,7a-octahydro-1H-4,12-methanobenzofuro[3,2-e]isoquinolin-9-yl (9Z,12Z)-octadeca-9,12-dienoate C(CCCCCCC\C=C/C\C=C/CCCCC)(=O)OC1=CC=C2C3=C1O[C@@H]1[C@]34CCN(C([C@@]4(CCC1=C)O)C2)CC2CC2